N1(N=CC=C1)C1=C(C=C(C=C1)C(F)(F)F)NS(=O)(=O)C=1C=C(C(=O)O)C=CC1CC 3-(N-(2-(pyrazol-1-yl)-5-(trifluoromethyl)phenyl)sulfamoyl)-4-ethylbenzoic Acid